C1(=CC=CC=C1)C1=NC(=NC(=N1)C1=CC=CC=C1)C1=C(C(=C(C(=C1N1C2=C(C=3C=CC=CC13)C=NC=C2)N2C1=C(C=3C=CC=CC23)C=NC=C1)N1C2=C(C=3C=CC=CC13)C=NC=C2)N2C1=C(C=3C=CC=CC23)C=NC=C1)C=1OC2=C(N1)C=CC=C2 2-(2-(4,6-diphenyl-1,3,5-triazin-2-yl)-3,4,5,6-tetrakis(5H-pyrido[4,3-b]indol-5-yl)phenyl)benzo[d]oxazole